CCCCCCCCC=CCC=CCC=CCC 9,12,15-octadecatriene